CN1C(C=2N(CC1)C1=C(C2)C(=CC=N1)C=1C=NC=C(C1)C1=CC=C(C=C1)N1C(CC2=CC=CC=C12)=O)=O 7-methyl-4-(5-(4-(2-oxoindol-1-yl)phenyl)pyridin-3-yl)-8,9-dihydropyrido[3',2':4,5]pyrrolo[1,2-a]pyrazin-6(7H)-one